succinimidyl 4-(1,2,4,5-tetrazin-3-yl)benzoate N1=NC(=NN=C1)C1=CC=C(C(=O)ON2C(CCC2=O)=O)C=C1